CC(C)(C)[S@@](=O)/N=C/CC (R,E)-2-methyl-N-propylidenepropane-2-sulfinamide